FC=1C=C(C=NC1)[C@H](CNCC1CCC(CC1)NS(=O)(=O)C)O N-((1R,4r)-4-((((R)-2-(5-Fluoropyridin-3-yl)-2-hydroxyethyl)amino)methyl)-cyclohexyl)methanesulfonamide